S(=O)(=O)=N[C@@H](CC1=CC=CC2=CC=CC=C12)C(=O)O sulfonyl-β-(1-naphthyl)-L-alanine